N-methyl-N-(2-cyano-4-trifluoromethylphenyl)acrylamide CN(C(C=C)=O)C1=C(C=C(C=C1)C(F)(F)F)C#N